(S)-N-(6-(5-(methoxymethyl)-1,2,4-oxadiazol-3-yl)-2,3-dihydrobenzofuran-3-yl)-1,3-dimethyl-1H-pyrazole-5-carboxamide COCC1=NC(=NO1)C1=CC2=C([C@@H](CO2)NC(=O)C2=CC(=NN2C)C)C=C1